(3R*,4R*)-1-Cyclohexyl-4-{[5-(2,4-difluoro-phenyl)-isoxazole-3-carbonyl]-amino}-piperidine-3-carboxylic acid [2-(2-oxo-pyrrolidin-1-yl)-ethyl]-amide O=C1N(CCC1)CCNC(=O)[C@@H]1CN(CC[C@H]1NC(=O)C1=NOC(=C1)C1=C(C=C(C=C1)F)F)C1CCCCC1 |o1:11,16|